5-(1-(1-(4-(5-(difluoromethyl)-1,3,4-oxadiazol-2-yl)-2-fluorophenyl)ethyl)-1H-1,2,3-triazol-4-yl)pyridin-2-amine FC(C1=NN=C(O1)C1=CC(=C(C=C1)C(C)N1N=NC(=C1)C=1C=CC(=NC1)N)F)F